acryloyltryptophan C(C=C)(=O)N[C@@H](CC1=CNC2=CC=CC=C12)C(=O)O